C(C)(C)(C)OC(=O)N1C[C@H](CC1)NC1=C2C=CC=NC2=C(C=C1)OC(F)(F)F (S)-3-((8-(trifluoromethoxy)quinolin-5-yl)amino)pyrrolidine-1-carboxylic acid tert-butyl ester